(5-bromonaphthalen-2-yl)(1H-imidazol-1-yl)methanone BrC1=C2C=CC(=CC2=CC=C1)C(=O)N1C=NC=C1